(R)-5-Fluoro-3-(1-(3-nitropyrazolo[1,5-a]pyrimidin-5-yl)pyrrolidin-2-yl)pyridin-2-ol FC=1C=C(C(=NC1)O)[C@@H]1N(CCC1)C1=NC=2N(C=C1)N=CC2[N+](=O)[O-]